N-(2-methylcyclohexyl)-2,3,4,5,6-pentafluorobenzamide CC1C(CCCC1)NC(C1=C(C(=C(C(=C1F)F)F)F)F)=O